CN1N=C(C2=CC=C(C=C12)C1CCN(CC1)CC1CCNCC1)C1CNCCC1 3-(1-methyl-6-(1-(piperidin-4-ylmethyl)piperidin-4-yl)-1H-indazol-3-yl)piperidine